BrC=1C=C2C(OC(C2=CC1)O)(C)C 5-bromo-3,3-dimethyl-1,3-dihydroisobenzofuran-1-ol